FC=1C=CC(=C(C1)C1CCN(CC1)[C@@H]1COC2(CN(C2)C=2OC=NN2)C1)[C@H]1COCC1 (S)-7-(4-(5-fluoro-2-((S)-tetrahydrofuran-3-yl)phenyl)piperidin-1-yl)-2-(1,3,4-oxadiazol-2-yl)-5-oxa-2-azaspiro[3.4]octane